N-((1R)-3-Cyano-3-azabicyclo[3.2.0]heptan-1-yl)-5-(2-(phenylamino)phenyl)thiazol-2-carboxamid C(#N)N1C[C@]2(CCC2C1)NC(=O)C=1SC(=CN1)C1=C(C=CC=C1)NC1=CC=CC=C1